19-hydroxy-4-androstene-3,17-dione OC[C@]12CCC(C=C1CC[C@H]1[C@@H]3CCC([C@@]3(C)CC[C@H]21)=O)=O